2-(4-Azaspiro[2.5]octan-7-yl)-6-[2-methyl-8-(trifluoromethoxy)imidazo[1,2-b]pyridazin-6-yl]thieno[3,2-b]pyridine C1CC12NCCC(C2)C2=CC1=NC=C(C=C1S2)C=2C=C(C=1N(N2)C=C(N1)C)OC(F)(F)F